4-amino-7-fluoro-N-propyl-8-(4-(trifluoromethyl)pyridazin-3-yl)isoquinoline-3-carboxamide NC1=C(N=CC2=C(C(=CC=C12)F)C=1N=NC=CC1C(F)(F)F)C(=O)NCCC